6,8-dimethylpyrido[4,3-d]Pyrimidine-2,4,7(1h,3h,6h)-trione CN1C=C2C(NC(NC2=O)=O)=C(C1=O)C